N-[(2S,4Ar,6S,7S,8R,8aS)-8-hydroxy-6-[4-[(E)-3-oxo-3-phenylprop-1-enyl]phenoxy]-2-phenyl-4,4a,6,7,8,8a-hexahydropyrano[3,2-d][1,3]dioxin-7-yl]acetamide O[C@@H]1[C@@H]([C@@H](O[C@H]2[C@H]1O[C@H](OC2)C2=CC=CC=C2)OC2=CC=C(C=C2)\C=C\C(C2=CC=CC=C2)=O)NC(C)=O